C(CC)N1C2=CC=CC=C2C=2C=C(C=CC12)C=1C2=CC=CC=C2C=C2C=CC=CC12 N-propyl-3-(9-anthryl)-carbazole